2'-((([1,1'-biphenyl]-4,4'-diylbis(4,5-diphenyl-1H-imidazole-1,2-diyl))Bis(4,1-phenylene))Bis(oxy))Bis(acetylhydrazine) C1(=CC=C(C=C1)N1C(=NC(=C1C1=CC=CC=C1)C1=CC=CC=C1)C1=CC=C(C=C1)ON(N)C(C)=O)C1=CC=C(C=C1)N1C(=NC(=C1C1=CC=CC=C1)C1=CC=CC=C1)C1=CC=C(C=C1)ON(N)C(C)=O